C(C)C1=CC=C(C=C1)S(=O)(=O)N1CCC(CCC1)(O)C1=CC=CC=C1 1-(4-Ethylphenylsulfonyl)-4-phenylazepan-4-ol